N-(1-cyclobutylethyl)-3-(5'-(methylsulfonamido)spiro[cyclohexane-1,3'-indoline]-1'-carbonyl)benzenesulfonamide C1(CCC1)C(C)NS(=O)(=O)C1=CC(=CC=C1)C(=O)N1CC2(C3=CC(=CC=C13)NS(=O)(=O)C)CCCCC2